3-bromo-6-fluoro-2-methoxy-benzaldehyde BrC=1C(=C(C=O)C(=CC1)F)OC